C1(CC1)C1=NN=C(C2=CC(=CC=C12)C1=NN(C=C1)C)NC(C)C=1N=NC(=CC1)C 4-Cyclopropyl-7-(1-methyl-1H-pyrazol-3-yl)-N-(1-(6-methylpyridazin-3-yl)ethyl)phthalazin-1-amine